(difluoromethyl)-3-iodo-1H-pyrazole FC(F)N1N=C(C=C1)I